FC=1C=C(C=CC1OCCC)C=1C=C2CC(C(C2=CC1)NC(O[C@@H]1CN2CCC1CC2)=O)(C)C (S)-quinuclidin-3-yl (5-(3-fluoro-4-propoxyphenyl)-2,2-dimethyl-2,3-dihydro-1H-inden-1-yl)carbamat